NCCC(CC[Si](OC)(OC)C)N 3-(2-aminoethyl)-aminopropylmethyldimethoxysilane